COC(C1=C(N=CC(=C1)Cl)NC(=O)C12CC(C1)(C2)C(F)(F)F)=O.C(CCC)N2C(CCCC2)C(=O)NC2=C(C=CC=C2C)C 1-butyl-N-(2,6-dimethylphenyl)-2-piperidineformamide methyl-5-chloro-2-(3-(trifluoromethyl)bicyclo[1.1.1]pentane-1-carboxamido)nicotinate